OCCN1C(CCC1)=O N-2-hydroxyethyl-2-pyrrolidone